3-(1-acryloyl-2,2-dimethyl-1,2,3,4-tetrahydroquinolin-4-yl)-1-methyl-7-((4-(4-methylpiperazin-1-yl)phenyl)amino)-3,4-dihydropyrimido[4,5-d]pyrimidin-2(1H)-one C(C=C)(=O)N1C(CC(C2=CC=CC=C12)N1C(N(C2=NC(=NC=C2C1)NC1=CC=C(C=C1)N1CCN(CC1)C)C)=O)(C)C